C(C)OC(CCCOC=1C2=C(C=3N=C(C(N(C3C1)C(C)=O)=O)CC1=C(C=CC=C1)C)C=CC=C2)=O 4-((4-Acetyl-2-(2-methylbenzyl)-3-oxo-3,4-dihydrobenzo[f]quinoxalin-6-yl)oxy)butanoic acid ethyl ester